10,13-Dihydroxypentacosanoic acid OC(CCCCCCCCC(=O)O)CCC(CCCCCCCCCCCC)O